FC(C(=O)O)(F)F.C(C)OC=1C(=NC=CC1)OC=1C=C(C=NC1)C1=NC=C(C=N1)C(=O)NC1CNC(CC1)C(F)(F)F 2-{5-[(3-ethoxypyridin-2-yl)oxy]pyridin-3-yl}-N-[6-(trifluoromethyl)piperidin-3-yl]pyrimidine-5-carboxamide, trifluoroacetate salt